N1C(=NC2=C1C=CC=C2)CNC2=NC(=NC=1N2N=CC1CC(F)(F)F)N1CCN(CC1)C N-(1H-benzimidazol-2-ylmethyl)-2-(4-methylpiperazin-1-yl)-8-(2,2,2-trifluoroethyl)pyrazolo[1,5-a][1,3,5]triazin-4-amine